CS(=O)(=O)O methansulphonic acid